BrC1=C(C(=CC=C1)C1=CC(=NO1)N1CCNCC1)O 2-bromo-6-(3-(piperazin-1-yl)isoxazol-5-yl)phenol